methyl 3-(benzyloxy)-4-oxocyclopentane-1-carboxylate C(C1=CC=CC=C1)OC1CC(CC1=O)C(=O)OC